(P)-Rhamnose O=C[C@H](O)[C@H](O)[C@@H](O)[C@@H](O)C